NCC=1C=C2C(N(C(C2=CC1)=O)C1C(NC(CC1)=O)=O)=O 5-(aminomethyl)-2-(2,6-dioxo-3-piperidyl)isoindoline-1,3-dione